3-isobutylcyclohexane-1,2-dicarboxylic acid, calcium salt [Ca+2].C(C(C)C)C1C(C(CCC1)C(=O)[O-])C(=O)[O-]